C(O)(O)=O.FC=1C=C(C(=C(C1)C1N(CC1)C(C)(C)C)OC)C1=NC=CC=N1 (5-fluoro-2-methoxy-3-(pyrimidin-2-yl)phenyl)tert-butyl-azetidine carbonate